2-(4-fluorophenyl)-3-(2-chlorophenyl)-chloropropene FC1=CC=C(C=C1)C(=CCl)CC1=C(C=CC=C1)Cl